4-fluoro-5-iodo-2-methoxybenzoic acid methyl ester COC(C1=C(C=C(C(=C1)I)F)OC)=O